O1C(=NC2=C1C=CC=C2)C(S(=O)O)O 1,3-Benzoxazol-2-yl-(hydroxy)-methanesulfinic acid